C[N+]1(CC(CC(C1)C)C)C Dimethyl-3,5-dimethylpiperidinium